COC1=CC2=C(SC(=C2)C(=O)O)C=C1C 5-methoxy-6-methylbenzo[b]Thiophene-2-carboxylic acid